FC(C=1C=NC(=NC1)N1CCN(CC1)C(=O)OCCCC1OCCO1)(F)F 3-(1,3-dioxolan-2-yl)propyl 4-(5-(trifluoromethyl)pyrimidin-2-yl)piperazine-1-carboxylate